N-((7-fluorobenzo[d]thiazol-4-yl)methyl)-3-(pyridazin-3-yl)pyridin-2-amine FC1=CC=C(C=2N=CSC21)CNC2=NC=CC=C2C=2N=NC=CC2